2-[(4-methoxyphenyl)hydrazinylidene]propanedinitrile COC1=CC=C(C=C1)NN=C(C#N)C#N